2-azaspiro[3.3]heptan-2-ium 2,2,2-trifluoroacetate FC(C(=O)[O-])(F)F.C1[NH2+]CC12CCC2